4-bromo-1-phenyl-1-butyne BrCCC#CC1=CC=CC=C1